C1(CC1)NC1=NC(=NC=C1C(F)(F)F)NC1=C2C=NN(C2=C(C=C1)F)CC(C)(O)C 1-[4-[[4-(cyclopropylamino)-5-(trifluoromethyl)pyrimidin-2-yl]amino]-7-fluoro-indazol-1-yl]-2-methyl-propan-2-ol